OCC1(CCN(CC1)C(COCCON1C(C2C3C=CC(C2C1=O)O3)=O)=O)CO 2-(2-(2-(4,4-bis(hydroxymethyl)piperidin-1-yl)-2-oxoethoxy)ethoxy)-3a,4,7,7a-tetrahydro-1H-4,7-epoxyisoindole-1,3(2H)-dione